N1N=CC2=CC(=CC=C12)NC1=NC(=NC=C1C(F)(F)F)C1=CC=C2C=C(NC2=C1)C(=O)NC1=CN=NC=C1 6-(4-((1H-indazol-5-yl)amino)-5-(trifluoro-methyl)pyrimidin-2-yl)-N-(pyridazin-4-yl)-1H-indole-2-carboxamide